O1CCC2=C1C=CC(=C2)NC(=N)C2(CCNCC2)C N-(2,3-dihydro-1-benzofuran-5-yl)-4-methylpiperidine-4-carboximidamide